C(C)(C)(C)C1=NOC(=N1)C(=O)N[C@H](C)C1=C(C=C(C=C1)C1=CC(=NC=N1)NC1=CC=C(C=N1)N1CC2(CN(C2)C(=O)OC(C)(C)C)C1)C tert-butyl (R)-6-(6-((6-(4-(1-(3-(tert-butyl)-1,2,4-oxadiazole-5-carboxamido)ethyl)-3-methylphenyl)pyrimidin-4-yl)amino)pyridin-3-yl)-2,6-diazaspiro[3.3]heptane-2-carboxylate